BUTYL HYDROXYPROPIONATE OC(C(=O)OCCCC)C